3-(1-oxo-5-(((1R,2R)-2-(piperidin-1-yl)cyclopentyl)amino)isoindolin-2-yl)piperidine-2,6-dione O=C1N(CC2=CC(=CC=C12)N[C@H]1[C@@H](CCC1)N1CCCCC1)C1C(NC(CC1)=O)=O